FC(CN1CCC(CC1)NC(OC(C)(C)C)=O)(F)F t-butyl (1-(2,2,2-trifluoroethyl)piperidin-4-yl)carbamate